FC(C(C(C(C(C(C(F)(F)F)(F)F)(F)F)(F)F)(F)F)(F)F)(F)OCCOCCOCCO triethylene glycol perfluoroheptyl ether